BrC=1C=CC(=C(C1)B1OC(C(O1)(C)C)(C)C)[N+](=O)[O-] 2-(5-bromo-2-nitrophenyl)-4,4,5,5-tetramethyl-1,3,2-dioxaborolane